7-bromo-2,4-dichloro-8-fluoro-6-(trifluoromethoxy)quinazoline BrC1=C(C=C2C(=NC(=NC2=C1F)Cl)Cl)OC(F)(F)F